CCCCCCCCCC=CCCCCC 10-hexadecen